4-((1R,2R)-2-tert-butylcyclopropyl)-3-chloro-N-methoxy-N-methylbenzamide C(C)(C)(C)[C@H]1[C@@H](C1)C1=C(C=C(C(=O)N(C)OC)C=C1)Cl